FC=1C=CC(=C(C1)C1CCN(CC1)[C@@H]1COC2(CNC2)C1)C1CCOCC1 (S)-7-(4-(5-fluoro-2-(tetrahydro-2H-pyran-4-yl)phenyl)piperidin-1-yl)-5-oxa-2-azaspiro[3.4]octane